(1-(2-isopropylnaphthalen-1-yl)cyclopropyl)-2-methyl-5-((1-methylazetidin-2-yl)methoxy)benzamide C(C)(C)C1=C(C2=CC=CC=C2C=C1)C1(CC1)C=1C(=C(C(=O)N)C=C(C1)OCC1N(CC1)C)C